CN(C)C[C@@H]1[C@@](CC[C@@H](C1)OCC1=CC=C(C=C1)F)(O)C1=CC(=CC=C1)OC (1R,2R,4S)-2-(dimethylamino)methyl-4-(p-fluorobenzyloxy)-1-(m-methoxyphenyl)cyclohexanol